CN([C@@H](CC(=O)OC(C)(C)C)C(N1CCCCC1)=O)C([C@H](C(C)C)N(C(=O)C1(CCCC1)NC(C(F)(F)F)=O)C)=O tert-butyl (3S)-3-[methyl-[(2S)-3-methyl-2-[methyl-[1-[(2,2,2-trifluoroacetyl)amino]cyclopentanecarbonyl]amino]butanoyl]amino]-4-oxo-4-(1-piperidyl)butanoate